C(C1=CC=CC=C1)[C@H](NC(CNC(CNC(OCC1C2=CC=CC=C2C=2C=CC=CC12)=O)=O)=O)C(NCC(NCOCC(C(=O)O)(C)C)=O)=O (S)-11-benzyl-1-(9H-fluoren-9-yl)-20,20-dimethyl-3,6,9,12,15-pentaoxo-2,18-dioxa-4,7,10,13,16-pentaazahenicosan-21-oic acid